2-hydroxypropane-1,2,3-tricarbohydrazide OC(CC(=O)NN)(CC(=O)NN)C(=O)NN